benzyl 8-(2-ethoxy-2-oxo-ethyl)chromane-3-carboxylate C(C)OC(CC=1C=CC=C2CC(COC12)C(=O)OCC1=CC=CC=C1)=O